ethyl 2-[3-[2-(8-chloro-4-oxo-chromen-2-yl)-5-(trifluoromethyl)phenoxy]propylamino]-2-oxo-acetate ClC=1C=CC=C2C(C=C(OC12)C1=C(OCCCNC(C(=O)OCC)=O)C=C(C=C1)C(F)(F)F)=O